CC1C(NC(C1)C)C(=O)OC methyl 3,5-dimethyl-2-pyrrolidinecarboxylate